tert-butyl (3R)-3-[4-(3,4-dichloro-2-fluoro-anilino)quinazolin-6-yl]pyrrolidine-1-carboxylate ClC=1C(=C(NC2=NC=NC3=CC=C(C=C23)[C@@H]2CN(CC2)C(=O)OC(C)(C)C)C=CC1Cl)F